2-(4-chlorophenyl)ethyl acrylate C(C=C)(=O)OCCC1=CC=C(C=C1)Cl